1-chloro-8-iodo-dibenzo[b,d]thiophene ClC1=CC=CC=2SC3=C(C21)C=C(C=C3)I